C(C)(C)(C)OC(=O)N1CC2(C1)CCN(CC2)CC2=CC=C(C=C2)N2C(=NC=1C2=NC(=CC1)C1=CC=CC=C1)C=1C(=NC=CC1)N.C(#N)C=1CC(N2C=CC(=CC12)C1=CC=CC=C1)C1=CC=CC=C1 1-cyano-3,7-diphenyl-2,3-dihydroindolizine tert-butyl-7-(4-(2-(2-aminopyridin-3-yl)-5-phenyl-3H-imidazo[4,5-b]pyridin-3-yl)benzyl)-2,7-diazaspiro[3.5]nonane-2-carboxylate